NC1=NC=2C=3C(C(CC2C=N1)(C)C)=C(N(N3)CCO)C(=O)O 8-amino-2-(2-hydroxyethyl)-4,4-dimethyl-4,5-dihydro-2H-pyrazolo[4,3-H]quinazoline-3-carboxylic acid